S(=O)(=O)(O)O.CN1CCCC1 N-methyl-tetrahydropyrrole hydrogen sulfate